ethyl (2RS)-ethoxy{[1-(2-fluorophenyl)-5-(6-fluoropyridin-3-yl)-1H-pyrazol-3-yl]oxy}acetate C(C)O[C@@H](C(=O)OCC)OC1=NN(C(=C1)C=1C=NC(=CC1)F)C1=C(C=CC=C1)F |r|